2-(1-(4-chloro-3-methylbenzyl)piperidin-4-yl)-N-(1-methanesulfonylpiperidin-4-yl)-3-oxoisoindoline-1-carboxamide ClC1=C(C=C(CN2CCC(CC2)N2C(C3=CC=CC=C3C2=O)C(=O)NC2CCN(CC2)S(=O)(=O)C)C=C1)C